2-(4-chloro-1-isopropyl-1H-pyrazol-5-yl)-4-(4-(3-methoxypyridin-2-yl)benzyl)-6,7-dihydropyrazolo[1,5-a]pyrimidin-5(4H)-one ClC=1C=NN(C1C1=NN2C(N(C(CC2)=O)CC2=CC=C(C=C2)C2=NC=CC=C2OC)=C1)C(C)C